CC(C)(C)OC(=O)NCCCC(=O)O BOC-GAMMA-aminobutyric acid